FC=1C=C(C=C(C1)F)S(=O)(=O)C=1C=C2C(=CN1)NN=C2C=CC2=NC=CC=C2 5-((3,5-difluorophenyl)sulfonyl)-3-(2-(pyridin-2-yl)vinyl)-1H-pyrazolo[3,4-c]pyridine